4-[6-(tert-Butoxycarbonylamino)pyridazin-4-yl]Tetrahydropyrane-4-carboxylic acid methyl ester COC(=O)C1(CCOCC1)C1=CN=NC(=C1)NC(=O)OC(C)(C)C